P(O)O.C1(=CC=CC=C1)C=1C(=C(C(=O)[Na])C(=CC1C)C)C phenyl-2,4,6-trimethylbenzoyl-sodium phosphonite